CS(=O)(=O)OCCCC#CC1=C2C(N(C(=NC2=CC=C1)C)C1C(NC(CC1)=O)=O)=O 5-(3-(2,6-dioxopiperidin-3-yl)-2-methyl-4-oxo-3,4-dihydroquinazolin-5-yl)pent-4-yn-1-yl methanesulfonate